N-(1'-(2-(1,1-difluoroethyl)-6-(2-hydroxypropan-2-yl)pyrimidin-4-yl)-1',2'-dihydrospiro[cyclopropane-1,3'-pyrrolo[3,2-c]pyridin]-6'-yl)acetamide FC(C)(F)C1=NC(=CC(=N1)N1CC2(C=3C=NC(=CC31)NC(C)=O)CC2)C(C)(C)O